1,4-dimethylenecyclohexene C=C1C=CC(CC1)=C